C(C)(=O)N1CCC(CC1)NC(=O)C1=C(C=2N(N=C1)C=C(N2)C2=C(C=NC=C2)F)NC(C)C N-(1-acetylpiperidin-4-yl)-2-(3-fluoropyridin-4-yl)-8-(isopropylamino)imidazo[1,2-b]pyridazine-7-carboxamide